BrC=1C=C2NCC(NC2=CC1Cl)=O 6-bromo-7-chloro-3,4-dihydroquinoxalin-2(1H)-one